4-(4-cyano-2,6-dimethylphenoxy)-2-(methylthio)-5,8-dihydropyrido[3,4-d]pyrimidine-7(6H)-carboxylic acid tert-butyl ester C(C)(C)(C)OC(=O)N1CC=2N=C(N=C(C2CC1)OC1=C(C=C(C=C1C)C#N)C)SC